FC(C1=NC2=CC=CC=C2C(=C1)N[C@@H]1C[C@@H](CCC1)NC(=O)C1=NC=CC=C1)(F)F N-[(1r,3s)-3-{[2-(trifluoromethyl)quinolin-4-yl]amino}cyclohexyl]pyridine-2-carboxamide